2-methylprop-2-enoic acid, lithium salt [Li+].CC(C(=O)[O-])=C